(S)-N-(3'-(1-((5-cyclopropylthiazol-2-yl)amino)-1-oxopropan-2-yl)-3-fluoro-[1,1'-biphenyl]-4-yl)acrylamide C1(CC1)C1=CN=C(S1)NC([C@@H](C)C=1C=C(C=CC1)C1=CC(=C(C=C1)NC(C=C)=O)F)=O